3-(4-fluorophenyl)pyrazin-2-amine FC1=CC=C(C=C1)C=1C(=NC=CN1)N